(1R,3aS,6aR)-N-((R)-1-cyano-2-((R)-2-oxopiperidin-3-yl)ethyl)-5,5-difluoro-2-(9-hydroxy-9H-fluorene-9-carbonyl)octahydrocyclopenta[c]pyrrole-1-carboxamide C(#N)[C@@H](C[C@@H]1C(NCCC1)=O)NC(=O)[C@@H]1N(C[C@@H]2[C@H]1CC(C2)(F)F)C(=O)C2(C1=CC=CC=C1C=1C=CC=CC21)O